adamantane-1,3-dithiol C12(CC3(CC(CC(C1)C3)C2)S)S